N-[(1R,3S)-3-{[6-methyl-2-(trifluoromethyl)quinolin-4-yl]amino}cyclohexyl]imidazo[1,2-a]pyrimidine-3-carboxamide CC=1C=C2C(=CC(=NC2=CC1)C(F)(F)F)N[C@@H]1C[C@@H](CCC1)NC(=O)C1=CN=C2N1C=CC=N2